C(C)N1N=C(C2=C1C(NCC1(CCOCC1)C2)=O)C[C@H](COC(C2=CC=C(C=C2)F)=O)C 4-Fluorobenzoic acid [(2R)-3-(1-ethyl-8-oxo-spiro[6,7-dihydro-4H-pyrazolo[3,4-c]azepin-5,4'-tetrahydropyran]-3-yl)-2-methyl-propyl] ester